C1(=CC=CC=C1)C1=NC(=NC(=N1)C1=CC=CC=C1)C=1C=C(C=C(C1)N1C2=CC=C(C=C2C=2C=C(C=CC12)C1=CC=C(C=C1)C1=CC=CC=C1)C1=CC=C(C=C1)C1=CC=CC=C1)N1C2=CC=C(C=C2C=2C=C(C=CC12)C1=CC=C(C=C1)C1=CC=CC=C1)C1=CC=C(C=C1)C1=CC=CC=C1 9,9'-(5-(4,6-diphenyl-1,3,5-triazin-2-yl)-1,3-phenylene)bis(3,6-di([1,1'-biphenyl]-4-yl)-9H-carbazole)